C(#N)[C@H]1N(C[C@@]2(C1)C(NCCC2)=O)C([C@H](CC(C)C)N(C([C@H](C)NC(C(F)(F)F)=O)=O)C)=O (S)-N-((S)-1-((3S,5R)-3-cyano-6-oxo-2,7-diazaspiro[4.5]decan-2-yl)-4-methyl-1-oxopentan-2-yl)-N-methyl-2-(2,2,2-trifluoroacetamido)propanamide